COC1=CC=C(COC2=NC(=NC=C2C)C2=CC(CC2)O)C=C1 3-(4-((4-methoxybenzyl)oxy)-5-methylpyrimidin-2-yl)cyclopent-2-en-1-ol